4-Nitrophenyl-carboxylic acid (+-)-cis-3-(ethoxycarbonyl)-3-methylcyclohexyl ester C(C)OC(=O)[C@]1(C[C@H](CCC1)OC(=O)C1=CC=C(C=C1)[N+](=O)[O-])C |r|